BrC=1C=2N(C=CC1)C(=C(N2)C#CCNC2=CC=C(C=C2)S(=O)(=O)N)N2C=CC=C2 4-((3-(8-bromo-3-(1H-pyrrol-1-yl)imidazo[1,2-a]pyridin-2-yl)prop-2-yn-1-yl)amino)benzenesulfonamide